1,2-di-tert-butyl 3-methyl 6-methyl-1,2-diazinane-1,2,3-tricarboxylate CC1CCC(N(N1C(=O)OC(C)(C)C)C(=O)OC(C)(C)C)C(=O)OC